(trioctylphenyl) carbamate C(N)(OC1=C(C(=C(C=C1)CCCCCCCC)CCCCCCCC)CCCCCCCC)=O